4-methyl-4,5-dihydro-oxazol-2-ylamine CC1N=C(OC1)N